ClC1=NC=C(C(=N1)NC=1C=C(C=CC1)S(=O)(=O)NC1CCC1)C 3-((2-chloro-5-methylpyrimidin-4-yl)amino)-N-cyclobutylbenzenesulfonamide